O(C1[C@H](O)[C@@H](O)[C@H](O)[C@H](O1)CO)CC=CC crotyl D-glucopyranoside